C(C1=CC=CC=C1)O[C@@H]1CC[C@H](CC1)C=O trans-4-(benzyloxy)cyclohexane-1-carbaldehyde